ClC1=CC(=NC(=C1)Cl)C(=O)NCC1=C(C=C(C=C1)OC)OC 4,6-dichloro-N-(2,4-dimethoxybenzyl)pyridinecarboxamide